racemic-2-(5-bromo-7-fluoro-2-methyl-2H-indazol-3-yl)-1,1-difluoropropan-2-ol BrC1=CC2=C(N(N=C2C(=C1)F)C)[C@@](C(F)F)(C)O |r|